CNC(CC=1N=C2N(C=C(C=C2C2=NN(C=C2)C)C2=CC=CC=C2)C1)=O N-methyl-2-(8-(1-methyl-1H-pyrazol-3-yl)-6-phenylimidazo[1,2-a]pyridin-2-yl)acetamide